C(C)(C)(C)OC(=O)N1CCC(CC1)(O)CN1C[C@@H](CC1)NC1=NC=C(C(=N1)C1=CNC2=CC=CC=C12)Cl (R)-4-((3-((5-chloro-4-(1H-indol-3-yl)pyrimidin-2-yl)amino)pyrrolidin-1-yl)methyl)-4-hydroxypiperidine-1-carboxylic acid tert-butyl ester